C(=O)C1N(CC(CC1)C)C(=O)OC(C)(C)C tert-Butyl 2-formyl-5-methyl-piperidine-1-carboxylate